FC1=C(C(=O)C2(CCN(CC2)C(=O)OC(C)(C)C)O)C=CC(=C1[Si](C)(C)C)F tert-butyl 4-(2,4-difluoro-3-(trimethylsilyl) benzoyl)-4-hydroxypiperidine-1-carboxylate